C(C1=CC=CC=C1)OC=1C(=NN(C(C1)=O)C1=C(C=CC=C1)F)C(=O)N[C@H](C)C1=C(C(=CC=C1)C(CO)(F)F)F 4-benzyloxy-N-[(1R)-1-[3-(1,1-difluoro-2-hydroxyethyl)-2-fluorophenyl]ethyl]-1-(2-fluorophenyl)-6-oxo-pyridazine-3-carboxamide